CN(C1CCC(CC1)N)C N1,N1-dimethylcyclohexane-1,4-diamine